[Si](C)(C)(C(C)(C)C)OC=1C(=C(C=CC1)C=1N=C(C(=NC1)N\C(\C(=O)O)=C/C=1OC=CC1)CC1=C(C=CC=C1)F)F (Z)-2-((5-(3-((tert-butyldimethylsilyl)oxy)-2-fluorophenyl)-3-(2-fluorobenzyl)pyrazin-2-yl)amino)-3-(furan-2-yl)acrylic acid